N1(CCNCC1)CC1CCN(CC1)C=1C=C(C=NC1)C1C(NC(CC1)=O)=O 3-(5-(4-(piperazin-1-ylmethyl)piperidin-1-yl)pyridin-3-yl)piperidine-2,6-dione